2-Cyclopentyl-2-{[2-(methylsulfanyl)-5-[2-(triisopropylsilyl)ethynyl]pyrido[2,3-d]pyrimidin-7-yl]amino}ethanol C1(CCCC1)C(CO)NC=1C=C(C2=C(N=C(N=C2)SC)N1)C#C[Si](C(C)C)(C(C)C)C(C)C